(3-(dimethylamino)propyl) 2-phenylpropanethioate C1(=CC=CC=C1)C(C(OCCCN(C)C)=S)C